C1(CC1)C=1N=NN(C1)[C@H](C(=O)N1[C@@H](C[C@H](C1)O)C(=O)NCC=1SC(=CC1)S(=O)(=O)N1CCCCC1)C(C)(C)C (2S,4R)-1-[(2S)-2-(4-cyclopropyltriazol-1-yl)-3,3-dimethyl-butanoyl]-4-hydroxy-N-[[5-(1-piperidylsulfonyl)-2-thienyl]methyl]pyrrolidine-2-carboxamide